6-(3-(1,1-difluoropropyl)phenyl)-3-(4-methoxyphenyl)-2H-pyrazolo[3,4-c]pyridin FC(CC)(F)C=1C=C(C=CC1)N1C=C2C(C=C1)=C(NN2)C2=CC=C(C=C2)OC